2-Amino-adamantane-1-carboxylic acid NC1C2(CC3CC(CC1C3)C2)C(=O)O